FC(S(=O)(=O)OC1=NC(=C(C2=C1C=CS2)C2=C(C=C(C=C2)F)OCCOC)C=2SC=1CNCCC1N2)(F)F [7-[4-fluoro-2-(2-methoxyethoxy)phenyl]-6-(4,5,6,7-tetrahydrothiazolo[5,4-c]pyridin-2-yl)thieno[3,2-c]pyridin-4-yl] trifluoromethanesulfonate